FC1(CCC(CC1)[C@H](NC(=O)C1=CN=CN1CCC(F)(F)F)C1=NC2=C(N1)C=CC(=C2)[C@@H](C)NC(CCC(F)(F)F)=O)F N-((S)-(4,4-Difluorocyclohexyl)(5-((R)-1-(4,4,4-trifluorobutanamido)ethyl)-1H-benzo[d]imidazol-2-yl)methyl)-1-(3,3,3-trifluoropropyl)-1H-imidazole-5-carboxamide